ethyldiisopropylammonium C(C)[NH+](C(C)C)C(C)C